(7-(4-cyclopropyl-3-fluorophenoxy)-2-azaspiro[3.5]non-2-yl)((1s,3s)-3-hydroxy-3-methylcyclobutyl)methanone C1(CC1)C1=C(C=C(OC2CCC3(CN(C3)C(=O)C3CC(C3)(C)O)CC2)C=C1)F